rac-N-{(3S,4S)-4-[(3-cyclopropylphenyl)methyl]-7-ethyl-6-oxo-1,3,4,6-tetrahydro-2H-quinolizin-3-yl}methanesulfonamide C1(CC1)C=1C=C(C=CC1)C[C@H]1[C@H](CCC2=CC=C(C(N12)=O)CC)NS(=O)(=O)C |r|